8-((2-chlorothiazol-5-yl)methyl)-3-(3-(trifluoromethyl)phenyl)pyrido[2,3-d]pyrimidine-2,4(3H,8H)-dione ClC=1SC(=CN1)CN1C=CC=C2C1=NC(N(C2=O)C2=CC(=CC=C2)C(F)(F)F)=O